5-(aminomethyl)pyrimidine-2-carbonitrile dihydrochloride Cl.Cl.NCC=1C=NC(=NC1)C#N